FC=1C=C(C=C2/C(/C(NC12)=O)=C/C1=CN=C(N1)C)C1=C(C2=C(OCCN2)N=C1)C (Z)-7-fluoro-3-((2-methyl-1H-imidazol-5-yl)methylene)-5-(8-methyl-2,3-dihydro-1H-pyrido[2,3-b][1,4]oxazin-7-yl)indolin-2-one